C(C=C)(=O)OCC12CC3(CC(CC(C1)C3)C2)COC(C=C)=O 3-adamantanedimethanol diacrylate